BrC=1C=C(C=CC1)C=1C=NC=2N(C1)N=C(C2)C#N 6-(3-bromophenyl)pyrazolo[1,5-a]pyrimidine-2-carbonitrile